1-benzyl-4,5,6,7-tetrahydro-1H-imidazo[4,5-c]pyridine C(C1=CC=CC=C1)N1C=NC=2CNCCC21